ClC1=NC2=CC(=CC=C2C=C1)N(CC)CC 2-chloro-7-diethylaminoquinoline